The molecule is a N-acyl-15-methylhexadecasphing-4-enine in which the acyl group has 15 carbons and 0 double bonds. It derives from a 15-methylhexadecasphing-4-enine. CCCCCCCCCCCCCCC(=O)N[C@@H](CO)[C@@H](/C=C/CCCCCCCCCC(C)C)O